N-[1-[[(3-amino-3-oxo-propyl)-(2-chloroacetyl)amino]carbamoyl]-3-methyl-butyl]-1H-indole-2-carboxamide NC(CCN(C(CCl)=O)NC(=O)C(CC(C)C)NC(=O)C=1NC2=CC=CC=C2C1)=O